Tert-butyl (6-bromopyrimidin-4-yl)(tert-butoxycarbonyl)carbamate BrC1=CC(=NC=N1)N(C(OC(C)(C)C)=O)C(=O)OC(C)(C)C